BrC=1C=NC2=CC=C(C=C2C1Cl)Cl 3-bromo-4,6-dichloro-quinoline